N-[(1R,6S)-2,2-difluoro-6-(piperidin-4-yloxy)cyclohexyl]-2-{2,3',5'-trifluoro-[1,1'-biphenyl]-3-yl}acetamide FC1([C@@H]([C@H](CCC1)OC1CCNCC1)NC(CC=1C(=C(C=CC1)C1=CC(=CC(=C1)F)F)F)=O)F